4-Fluorobenzo[d]thiazole-5-carbonitrile FC1=C(C=CC2=C1N=CS2)C#N